N1(CCNCC1)CCN[C@H](C)C(=O)N [2-(piperazin-1-yl)ethyl]-D-alaninamide